NC1=NC2=CC(=CC=C2C(N1)=O)C=1C(=NC(=C(C1)C1=CC=C(C=C1)N1CCN(CC1)C(C)C)F)N 2-amino-7-(2-amino-6-fluoro-5-(4-(4-isopropylpiperazin-1-yl)phenyl)pyridin-3-yl)quinazolin-4(3H)-one